C(C)C(CN1C=C(C(C=C1)=O)OC(=O)C(C)(C)C)CCCC N-(2-ethylhexyl)-3-tert-butylcarbonyloxy-pyridin-4-one